(R)-2-(1-(5-(cyclohex-1-en-1-yl)pyridin-3-yl)cyclopropyl)-6-(2-hydroxy-2-(3-(trifluoromethyl)phenyl)acetyl)-5,6,7,8-tetrahydropyrido[4,3-d]pyrimidin-4(3H)-one C1(=CCCCC1)C=1C=C(C=NC1)C1(CC1)C=1NC(C2=C(N1)CCN(C2)C([C@@H](C2=CC(=CC=C2)C(F)(F)F)O)=O)=O